(S)-5-((5-(3-fluoroimidazo[1,2-a]pyridin-6-yl)-4-methoxy-7H-pyrrolo[2,3-d]pyrimidin-2-yl)amino)-1-methylpiperidin-2-one FC1=CN=C2N1C=C(C=C2)C2=CNC=1N=C(N=C(C12)OC)N[C@H]1CCC(N(C1)C)=O